C(C1=CC=CC=C1)SC1=NC(=NC(=N1)C(Cl)(Cl)Cl)C(Cl)(Cl)Cl 2-benzylthio-4,6-bis(trichloromethyl)s-triazine